N[C@H]1[C@@H](CCCC1)N trans-1,2-Diaminocyclohexane